C(C1=CC=CC=C1)N1CCC2(C=3C=CC(=NC3CNC2=O)C=2C(=NC=CC2)OCC)CC1 1-benzyl-2'-(2-ethoxypyridin-3-yl)-7',8'-dihydro-6'H-spiro[piperidine-4,5'-[1,7]naphthyridin]-6'-one